methyl (R)-2-(2-fluoro-phenyl)-2-hydroxy-propionate FC1=C(C=CC=C1)[C@@](C(=O)OC)(C)O